butyl 4-((2,4-dioxo-3,4-dihydropyrimidin-1(2H)-yl)methyl)benzoate O=C1N(C=CC(N1)=O)CC1=CC=C(C(=O)OCCCC)C=C1